C(#N)CC1CCC(CC1)N1C=NC=2C1=C1C(=NC2)NC=C1 1-((1r,4r)-4-(Cyanomethyl)cyclohexyl)-1,6-dihydroimidazo[4,5-d]pyrrolo[2,3-b]pyridin